trans-N-[8-amino-5-bromo-6-(4-methylpyridin-3-yl)-2,7-naphthyridin-3-yl]-2-(cyanomethyl)cyclopropane-1-carboxamide NC=1N=C(C(=C2C=C(N=CC12)NC(=O)[C@H]1[C@@H](C1)CC#N)Br)C=1C=NC=CC1C